terpinen-maleic anhydride C12=C(C(CC(C1(C)C)C2)(C2(C(=C1C(C(C2)C1)(C)C)C)C1C(=C2C(C(C1)C2)(C)C)C)/C/2=C/C(=O)OC2=O)C